C[C@H]1CN(CCC1)C(=O)C=1C=NN2C1C=CC=C2C2=CC=C1CNC(C1=C2)=O (R)-6-(3-(3-methylpiperidine-1-carbonyl)pyrazolo[1,5-a]pyridin-7-yl)isoindolin-1-one